(4-bromobenzo[b]thiophen-2-yl)carbamic acid tert-butyl ester C(C)(C)(C)OC(NC1=CC2=C(S1)C=CC=C2Br)=O